C(#N)C1=CC(=C(C=C1)S(=O)(=O)NC1=NOC2=C1C(=CC(=C2)CN2N=CC1=C2CN(C1)C(C#C)=O)OC)OC 4-cyano-2-methoxy-N-[4-methoxy-6-[(5-prop-2-ynoyl-4,6-dihydropyrrolo[3,4-c]pyrazol-1-yl)methyl]-1,2-benzoxazol-3-yl]benzenesulfonamide